(4-(thiazol-2-yl)phenoxy)aniline S1C(=NC=C1)C1=CC=C(ONC2=CC=CC=C2)C=C1